[2-(2-Ethoxy-6-methoxybenzoimidazol-1-yl)ethyl]propionamide C(C)OC1=NC2=C(N1CCC(C(=O)N)C)C=C(C=C2)OC